7-cyclopentyl-2-((5-(1-(4-(hydroxymethyl)phenyl)piperidin-4-yl)pyridin-2-yl)amino)-N,N-dimethyl-7H-pyrrolo[2,3-d]pyrimidine-6-carboxamide C1(CCCC1)N1C(=CC2=C1N=C(N=C2)NC2=NC=C(C=C2)C2CCN(CC2)C2=CC=C(C=C2)CO)C(=O)N(C)C